Triphenyl-antimony C1(=CC=CC=C1)[Sb](C1=CC=CC=C1)C1=CC=CC=C1